7-chloro-8-fluoro-1-((4-methoxybenzyl)thio)imidazo[1,5-a]Pyridine ClC1=C(C=2N(C=C1)C=NC2SCC2=CC=C(C=C2)OC)F